C(C)(C)(C)OC(NC12CC(C1)(C2)C2=N[C@H](CC1=CC(=CC=C21)OC)CCCC)=O (S)-(3-(3-butyl-6-methoxy-3,4-dihydroisoquinolin-1-yl)bicyclo[1.1.1]pent-1-yl)carbamic acid tert-butyl ester